N-[4-([1,2,4]triazolo[4,3-c]pyrimidin-7-yloxy)-3-chlorophenyl]quinazoline-4,6-diamine N=1N=CN2C=NC(=CC21)OC2=C(C=C(C=C2)NC2=NC=NC1=CC=C(C=C21)N)Cl